5-((2-(2,6-Dioxopiperidin-3-yl)-3-hydroxy-1-oxoisoindolin-4-yl)oxy)pentanoic acid O=C1NC(CCC1N1C(C2=CC=CC(=C2C1O)OCCCCC(=O)O)=O)=O